CC1=NOC(=N1)N1CCC(CC1)C(=O)OC(C)(C)C tert-butyl 1-(3-methyl-1,2,4-oxadiazol-5-yl)piperidine-4-carboxylate